1-pyrenebutyric hydrazide C1(=CC=C2C=CC3=CC=CC4=CC=C1C2=C34)CCCC(=O)NN